ClC1=C([C-](C=C1)P(C(C)(C)C)C(C)(C)C)Cl.[C-]1(C=CC=C1)P(C(C)(C)C)C(C)(C)C.[Fe+2] dichloro[1,1'-bis(di-tert-butylphosphino)ferrocene]